3-[3-(difluoromethoxy)-4-[2-(hydroxymethyl)azetidine-1-carbonyl]-5-methoxy-phenyl-imidazo[1,2-a]pyridin-7-yl]-2-methylpropanenitrile FC(OC=1C=C(C=C(C1C(=O)N1C(CC1)CO)OC)C=1N=C2N(C=CC(=C2)CC(C#N)C)C1)F